FC1=C(C(=CC=C1)OC)C1=NOC(=N1)C=1C=C2C=NN(C2=CC1)C(C)C 3-(2-fluoro-6-methoxy-phenyl)-5-(1-isopropylindazol-5-yl)-1,2,4-oxadiazole